ClC1=C(C=C(C=C1)C(F)(F)F)C1=NOC=C1 3-(2-chloro-5-(trifluoromethyl)phenyl)isoxazole